(S)-4-(7-fluoroimidazo[1,2-a]pyridin-3-yl)-7-((6-((3-methoxyazetidin-1-yl)methyl)-5-(tetrahydrofuran-3-yl)pyridin-2-yl)amino)isoindolin-1-one FC1=CC=2N(C=C1)C(=CN2)C2=C1CNC(C1=C(C=C2)NC2=NC(=C(C=C2)[C@H]2COCC2)CN2CC(C2)OC)=O